ClC1=NC(=C(C2=C1CCC2(F)F)C#N)Cl 1,3-dichloro-5,5-difluoro-6,7-dihydro-5H-cyclopenta[c]pyridine-4-carbonitrile